N-(1-(2-(1,1-difluoroethyl)-6-(methylamino)pyrimidin-4-yl)-2,3-dihydro-1H-pyrrolo[3,2-c]pyridin-6-yl)acetamide FC(C)(F)C1=NC(=CC(=N1)N1CCC=2C=NC(=CC21)NC(C)=O)NC